ClC=1C=C2C=C(C(NC2=CC1)=O)C=1N=NN(C1)C1=CC=C(C=C1)C(=O)N1CCC2(COC2)CC1 6-chloro-3-{1-[4-(2-oxa-7-aza-spiro[3.5]nonane-7-carbonyl)-phenyl]-1H-[1,2,3]triazol-4-yl}-1H-quinolin-2-one